3-(2,6-difluorophenyl)-2-(9H-Fluoren-9-ylmethoxycarbonylamino)propanoic acid FC1=C(C(=CC=C1)F)CC(C(=O)O)NC(=O)OCC1C2=CC=CC=C2C=2C=CC=CC12